(6-(2-cyanophenoxy)pyridazin-3-yl)propanamide C(#N)C1=C(OC2=CC=C(N=N2)C(C(=O)N)C)C=CC=C1